3-(4-(5-((dimethylamino)methyl)-4-methylthiophen-2-yl)-6-morpholino-1,3,5-triazin-2-yl)phenol CN(C)CC1=C(C=C(S1)C1=NC(=NC(=N1)N1CCOCC1)C=1C=C(C=CC1)O)C